CC=1C(=CC(=NC1C1=NN(C=C1)C)C(=O)NC1CC2(COC2)C1)CC1=CC=C(C=C1)C1=NN(C=C1)C 5-methyl-6-(1-methyl-1H-pyrazol-3-yl)-4-(4-(1-methyl-1H-pyrazol-3-yl)benzyl)-N-(2-oxaspiro[3.3]heptan-6-yl)picolinamide